ClC=1C=CC=C2C=CC=C(C12)C1=C(C=2N=C(N=C(C2C=N1)N1C[C@H]2CC[C@@H](C1)N2C(=O)OCC=C)OCC(=O)OCC)F allyl (1R,5S)-3-(7-(8-chloronaphthalen-1-yl)-2-(2-ethoxy-2-oxoethoxy)-8-fluoropyrido[4,3-d]pyrimidin-4-yl)-3,8-diazabicyclo[3.2.1]octane-8-carboxylate